1-methyl-1-(p-tolyl)silane C[SiH2]C1=CC=C(C=C1)C